ClC1=C(C=C(OC2=C(C=C(COC3=NC(NC(=C3)OC)=O)C=C2F)F)C=C1)C(F)(F)F 4-((4-(4-chloro-3-(trifluoromethyl)phenoxy)-3,5-difluorobenzyl)oxy)-6-methoxypyrimidin-2(1H)-one